BrCC1=CC(=NC=C1)C1=NC=CC(=C1)CBr 4,4'-bis-bromomethyl-bipyridyl